2,4-diamino-1,3,5-trimethylbenzene NC1=C(C=C(C(=C1C)N)C)C